C(C1=CC=CC=C1)OC1=CC2=C(C(=C(S2)C2=CC=C(C=C2)Br)OC2=CC=C(C=C2)O)C=C1 4-[[6-(benzyloxy)-2-(4-bromophenyl)-1-benzothien-3-yl]oxy]phenol